tert-butyl 2-(2-hydroxyethyl)-7,8-dihydro-4H-pyrazolo[1,5-a][1,4]diazepine-5(6H)-carboxylate OCCC1=NN2C(CN(CCC2)C(=O)OC(C)(C)C)=C1